FC(CNCC=1C=NN(C1)C1=C(C=C(C=C1)[N+](=O)[O-])S(=O)(=O)NCC1=C(C=C(C=C1)OC)OC)F (4-{[(2,2-difluoroethyl)amino]methyl}-1H-pyrazol-1-yl)-N-(2,4-dimethoxybenzyl)-5-nitrobenzenesulfonamide